(1R,3R,5R)-N-((R)-(4-chloro-2-fluorophenyl)(cyclopropyl)methyl)-2-(3-(methylsulfonyl)benzoyl)-2-azabicyclo[3.1.0]hexane-3-carboxamide ClC1=CC(=C(C=C1)[C@H](NC(=O)[C@@H]1N([C@@H]2C[C@@H]2C1)C(C1=CC(=CC=C1)S(=O)(=O)C)=O)C1CC1)F